2-fluoro-5-(((S)-4-methylmorpholin-3-yl)methoxy)-3-(5-methylthiazole-2-yl)-N-((R)-1-(2-(trifluoromethyl)pyrimidin-5-yl)ethyl)benzamide FC1=C(C(=O)N[C@H](C)C=2C=NC(=NC2)C(F)(F)F)C=C(C=C1C=1SC(=CN1)C)OC[C@H]1N(CCOC1)C